1,4-bis((2-methoxyethyl)amino)-anthraquinone COCCNC1=CC=C(C=2C(C3=CC=CC=C3C(C12)=O)=O)NCCOC